OC(=O)C(F)(F)F.NC1=NC=2C(=C(C(=CC2C2=C1CN([C@H]2C)C(COC)=O)OC)Cl)F (S)-1-(4-amino-7-chloro-6-fluoro-8-methoxy-1-methyl-1,3-dihydro-2H-pyrrolo[3,4-c]quinolin-2-yl)-2-methoxyethan-1-one TFA salt